BrC=1C=C2CN(CC2=CC1OC)C(CCC(=O)OCC)=O ethyl 4-(5-bromo-6-methoxy-isoindolin-2-yl)-4-oxobutanoate